BrC1=CC=C(C=C1)P(C1=CC=2C(C3=CC=CC=C3N(C2C=C1)CC)(C)C)(C1=CC=2C(C3=CC=CC=C3N(C2C=C1)CC)(C)C)=O (4-bromophenyl)bis(10-ethyl-9,9-dimethyl-9,10-dihydroacridin-2-yl)phosphorus oxide